C(C)C1CC2C=CC1C2 6-ethyl-bicyclo[2.2.1]hept-2-ene